FC1(CCN(CC1)CCOC1=CC(=NC=C1)C1=NC=CC(=C1)C1=NOC(=N1)C(F)(F)F)F 3-(4'-(2-(4,4-difluoropiperidin-1-yl)ethoxy)-[2,2'-bipyridyl]-4-yl)-5-(trifluoromethyl)-1,2,4-oxadiazole